N-[2-(4-isopropylpiperazin-1-yl)ethyl]-6-[3-[3-(methoxymethyl)phenyl]-1H-pyrazol-4-yl]-1,5-naphthyridin-3-amine C(C)(C)N1CCN(CC1)CCNC=1C=NC2=CC=C(N=C2C1)C=1C(=NNC1)C1=CC(=CC=C1)COC